ClC1=C(C=C(C=C1)C1=NNC(O1)=O)NC1CCNCC1 5-{4-Chloro-3-[(piperidin-4-yl)amino]phenyl}-1,3,4-oxadiazol-2(3H)-one